FC(C=1C=C(C=C(C1)C(F)(F)F)C1=NN(C=N1)\C=C/C(=O)N1N(C(CC1)=O)CC#N)(F)F (Z)-2-(2-(3-(3-(3,5-bis(trifluoromethyl)phenyl)-1H-1,2,4-triazol-1-yl)acryloyl)-5-oxopyrazolidin-1-yl)acetonitrile